O[C@@H]1C[C@H](N(C1)C(C(C1(CCOCC1)C)NC(OC(C)(C)C)=O)=O)C(N[C@@H](C(C)(C)O)C1=CC=C(C=C1)C#CC)=O Tert-butyl (2-((2S,4R)-4-hydroxy-2-(((R)-2-hydroxy-2-methyl-1-(4-(prop-1-yn-1-yl)phenyl)propyl)carbamoyl)pyrrolidin-1-yl)-1-(4-methyltetrahydro-2H-pyran-4-yl)-2-oxoethyl)carbamate